CC1OCOCCC1 4-methyl-1,3-dioxepan